2,3,5,6-tetramethylbenzoate CC1=C(C(=O)[O-])C(=C(C=C1C)C)C